OCCCOC1=CC=C(C=CC(=O)O)C=C1.C1(=CC=CC=C1)C1=CC=CC=C1 Biphenyl 4-(3-hydroxypropyloxy)cinnamate